Silicon-magnesium nitride [Mg+2].[Mg+2].[Mg+2].[N-3].[N-3].[Si]